(3aR,5s,6aS)-N-(6-(2-chloro-5-fluorophenyl)pyridazin-3-yl)-2-(oxetan-3-yl)octahydrocyclopenta[c]pyrrol-5-amine ClC1=C(C=C(C=C1)F)C1=CC=C(N=N1)NC1C[C@@H]2[C@@H](CN(C2)C2COC2)C1